2'-chloro-N-(5-((1s,4s)-4-(difluoromethyl)cyclohexane-1-carbonyl)-5,6-dihydro-4H-pyrrolo[3,4-d]thiazol-2-yl)-5'-methoxy-6-methyl-[4,4'-bipyridine]-3-carboxamide ClC1=NC=C(C(=C1)C1=C(C=NC(=C1)C)C(=O)NC=1SC2=C(N1)CN(C2)C(=O)C2CCC(CC2)C(F)F)OC